OB1OCC2=C1C(=C(C=C2)C(=O)N[C@@H](C(C)C)C(=O)OCC2=NC(=CN=C2)N2CCOCC2)C (6-morpholinopyrazin-2-yl)methyl (1-hydroxy-7-methyl-1,3-dihydrobenzo[c][1,2]oxaborole-6-carbonyl)-L-valinate